Cl.Cl.CN1N=C(C2=CC=C(C=C12)N1CCNCC1)C1C(NC(CC1)=O)=O 3-(1-methyl-6-piperazin-1-yl-indazol-3-yl)piperidine-2,6-dione dihydrochloride